N-(3-(5-amino-6-((1-(1-methylpiperidin-4-yl)-1H-pyrazol-4-yl)oxy)pyrazin-2-yl)-5-methylphenylethyl)methanesulfonamide NC=1N=CC(=NC1OC=1C=NN(C1)C1CCN(CC1)C)C=1C=C(C=C(C1)C)CCNS(=O)(=O)C